C1(CCC1)NC=1C=C2C(NC(=NC2=CC1OC)C)=O 6-(cyclobutylamino)-7-methoxy-2-methyl-quinazolin-4(3H)-one